1-(4-(7-(3-hydroxynaphthalen-1-yl)-2-((1-methylpiperidin-4-yl)oxy)-5,6,7,8-tetrahydropyrido[3,4-d]pyrimidin-4-yl)piperazin-1-yl)prop-2-en-1-one OC=1C=C(C2=CC=CC=C2C1)N1CC=2N=C(N=C(C2CC1)N1CCN(CC1)C(C=C)=O)OC1CCN(CC1)C